ClC=1C=C(C=C(C1)F)[C@H](CCN(C(C(=O)OCC)C1=C(C(=C(C=C1)F)C)C1CCC(CC1)OC1(CC1)C)C)CCN1CCCCC1 ethyl 2-(((S)-3-(3-chloro-5-fluorophenyl)-5-(piperidin-1-yl)pentyl)(methyl)amino)-2-(4-fluoro-3-methyl-2-((1r,4S)-4-(1-methylcyclopropoxy)cyclohexyl)-phenyl)acetate